8-(1-hydroxyethyl)-3,6-dimethyl-2-(1-piperidyl)chromen-4-one OC(C)C=1C=C(C=C2C(C(=C(OC12)N1CCCCC1)C)=O)C